tert-butyl ((1-(2-(benzyloxy)ethyl)cyclopropyl)methyl)carbamate C(C1=CC=CC=C1)OCCC1(CC1)CNC(OC(C)(C)C)=O